F/C(=C(\C1=CC=CC=C1)/OC1=NC=CC=N1)/S(=O)(=O)CCCCC1=CC=CC=C1 (Z)-2-((2-fluoro-1-phenyl-2-((4-phenylbutyl)sulfonyl)vinyl)oxy)pyrimidine